ethylestradiol CCC1=CC(=CC2=C1[C@H]3CC[C@]4([C@H]([C@@H]3CC2)CC[C@@H]4O)C)O